ClC1=C(C=CC=C1COC1=NC=2CC[NH+](CC2C=C1)[O-])C1=C(C=CC=C1)F 2-((2-chloro-2'-fluoro-[1,1'-biphenyl]-3-yl)methoxy)-5,6,7,8-tetrahydro-1,6-naphthyridine 6-oxide